ClC=1C=CC(N2C=CC=C(C12)N1N=CC(=C1C(F)(F)F)C(=O)NC1=CC(=NC=C1)C(F)(F)F)=C=O 1-(1-chloro-4-carbonyl-4H-quinolizin-9-yl)-5-(trifluoromethyl)-N-(2-(trifluoromethyl)pyridin-4-yl)-1H-pyrazole-4-carboxamide